2-isoxazolin O1N=CCC1